FC=1C=C(NC2=CC=C(C(=N2)C(=O)NC2C(CC2)(C)C)OC(F)F)C=C(C1)F 6-(3,5-difluoroanilino)-3-(difluoromethoxy)-N-(2,2-dimethylcyclobutyl)pyridine-2-carboxamide